COC1=C(CNC=2N=CN=C3C2C2=C(CCCN4C2=CC=2C=CC(=CC42)N)N3C(C)C)C=CC(=C1)OC N1-(2,4-dimethoxybenzyl)-5-isopropyl-5,6,7,8-tetrahydropyrimido[5'',4'':4',5']pyrrolo[3',2':3,4]azepino[1,2-a]indole-1,11-diamine